(S)-2-(3-(((5-(2-((6-(6-hydroxypyridazin-4-yl)-1H-indazol-4-yl)amino)ethoxy)pentan-2-yl)amino)methyl)-5-(trifluoromethoxy)phenyl)acetonitrile OC1=CC(=CN=N1)C1=CC(=C2C=NNC2=C1)NCCOCCC[C@H](C)NCC=1C=C(C=C(C1)OC(F)(F)F)CC#N